2-(allyloxy)-3,4-difluorobenzaldehyde C(C=C)OC1=C(C=O)C=CC(=C1F)F